1-(3-(cyclopropylmethoxy)-4-fluorophenyl)propan-1-one C1(CC1)COC=1C=C(C=CC1F)C(CC)=O